C(C)(C)(C)[Si](OCCCCCCCC=C(C)C)(C)C tert-butyldimethyl((9-methyldec-8-en-1-yl)oxy)silane